BrC1=C(C(=C(O[Si](C)(C)C(C)(C)C)C(=C1[2H])[2H])[2H])[2H] (4-bromophenoxy-2,3,5,6-d4)(tertiary butyl)dimethyl-silane